CNCC1=CC=C(C=C1)N1N=CC=C1 N-methyl-1-(4-pyrazol-1-ylphenyl)methanamine